FC=1C(=CC(=NC1)OC)C1=CC(=NN1)C(=O)N1C2(CC2)C[C@H](CC1)C(=O)NCC1=NC=C(C=C1C(F)(F)F)OC (S)-4-(5-(5-fluoro-2-methoxypyridin-4-yl)-1H-pyrazole-3-carbonyl)-N-((5-methoxy-3-(trifluoromethyl)pyridin-2-yl)methyl)-4-azaspiro[2.5]octane-7-carboxamide